(S)-2-amino-1-(3-hydroxy-2,6-dimethylphenyl)-5,6-dimethyl-1H-pyrrolo[2,3-b]pyridine-3-carboxamide NC1=C(C=2C(=NC(=C(C2)C)C)N1C1=C(C(=CC=C1C)O)C)C(=O)N